FC(C1=CC=C(CS)C=C1)(F)F 4-trifluoromethylbenzyl mercaptan